ClC=1C=C(C(=O)C2(CC3(N4CCCC24)C(C2=CC=CC4=CC=CC3=C24)=O)C2=CC(=C(C=C2)O)OC)C=CC1Cl (3,4-dichlorobenzoyl)-1'-(4-hydroxy-3-methoxyphenyl)-1',2',5',6',7',7a'-hexahydro-2H-spiro[acenaphthylene-1,3'-pyrrolizin]-2-one